4-[[2-(3,4-dimethoxy-phenyl)imidazo[1,2-a]pyrazin-3-yl]amino]-N-(oxolan-2-ylmethyl)benzamide COC=1C=C(C=CC1OC)C=1N=C2N(C=CN=C2)C1NC1=CC=C(C(=O)NCC2OCCC2)C=C1